N[C@H]1CS(C2=C(N(C1=O)CC1=CC=C(C=C1)Cl)C=C(C(=C2)F)C=2OC(=NN2)C2CN(CC2)C)(=O)=O (3R)-3-amino-5-[(4-chlorophenyl)methyl]-8-fluoro-7-[5-(1-methyl-pyrrolidin-3-yl)-1,3,4-oxadiazol-2-yl]-1,1-dioxo-2,3-dihydro-1λ6,5-benzothiazepin-4-one